ClC(CC=1C=C2C(=CC=CO2)CC1)C 7-(2-chloropropyl)-5H-1-benzopyran